trimethyl-2-oxo-anthraquinone CC1=C(C(C(C=2C(C3=CC=CC=C3C(C12)=O)=O)C)=O)C